OCCN1C(C(CC1)NC(=O)C1=C(OC2=C1C=C(C=C2)OCC=2N(C=CN2)C)C)=O N-(1-(2-hydroxyethyl)-2-oxopyrrolidin-3-yl)-2-methyl-5-((1-methyl-1H-imidazol-2-yl)methoxy)benzofuran-3-carboxamide